C[C@@H]1C[C@H](C1)C(=O)O TRANS-3-METHYLCYCLOBUTANECARBOXYLIC ACID